C[C@@H](CC)N1N=CC(=C1)C1=C(C(=O)O)C=C(C=C1F)NC(=O)C1(CC1)C1=C(C=C(C=C1)C(F)(F)F)F 2-{1-[(2S)-Butan-2-yl]-1H-pyrazol-4-yl}-3-fluoro-5-[({1-[2-fluoro-4-(trifluoromethyl)phenyl]cyclopropyl}carbonyl)amino]benzoic acid